O1C(CCC1)COC=1C=NC=C(C1)B1OC(C(O1)(C)C)(C)C 3-[(oxolan-2-yl)methoxy]-5-(4,4,5,5-tetramethyl-1,3,2-dioxaborolan-2-yl)pyridine